Cl.FC1=CC=C(C=C1)[C@](C)(N)C=1C=NC(=NC1)N1CCN(CC1)C=1C2=C(N=CN1)NC(=C2)C=2C=NN(C2)CC2COC2 (S)-1-(4-fluorophenyl)-1-(2-(4-(6-(1-(oxetan-3-ylmethyl)-1H-pyrazol-4-yl)-7H-pyrrolo[2,3-d]pyrimidin-4-yl)piperazin-1-yl)pyrimidin-5-yl)ethane-1-amine hydrochloride